3-((3-(((3-fluoropyridin-2-yl)methyl)amino)-1,1-dioxido-4H-benzo[e][1,2,4]thiadiazin-5-yl)oxy)benzonitrile FC=1C(=NC=CC1)CNC1=NS(C2=C(N1)C(=CC=C2)OC=2C=C(C#N)C=CC2)(=O)=O